ClC1=CC(=C(C=C1Cl)NC(=O)N1[C@@H]2CC[C@H]1CC1=NC(=CC=C12)F)F (5R,8S)-N-(4,5-dichloro-2-fluorophenyl)-2-fluoro-6,7,8,9-tetrahydro-5H-5,8-epiminocyclohepta[b]pyridine-10-carboxamide